ClC=1C=C(C=C(C1)NS(=O)(=O)C)NC(=O)C1=CN(C(=C1)C)C1=NC=C(C=C1)OCCOC N-(3-chloro-5-(methylsulfonamido)phenyl)-1-(5-(2-methoxyethoxy)pyridin-2-yl)-5-methyl-1H-pyrrole-3-carboxamide